ClC=1C=C(C#N)C(=CN1)[N+](=O)[O-] 2-chloro-5-nitroisonicotinnitrile